CN(CCOC1=CC(=C(C=C1[N+](=O)[O-])NC1=NC=CC(=N1)C1=CN(C2=CC=CC=C12)CCF)OC)C N-(4-(2-(dimethylamino)ethoxy)-2-methoxy-5-nitrophenyl)-4-(1-(2-fluoroethyl)-1H-indol-3-yl)pyrimidin-2-amine